2-[(2S)-2-amino-4-fluorobutyl]-3,5-dichloro-N-[(thiophen-2-yl)methyl]thieno[3,2-b]pyridin-7-amine dihydrochloride Cl.Cl.N[C@H](CC1=C(C2=NC(=CC(=C2S1)NCC=1SC=CC1)Cl)Cl)CCF